3-Methylsulfonylbenzoic acid [(2R)-3-(3-ethyl-4-oxo-spiro[6,8-dihydro-5H-pyrazolo[4,3-c]azepin-7,4'-tetrahydropyran]-1-yl)-2-methyl-propyl] ester C(C)C1=NN(C2=C1C(NCC1(CCOCC1)C2)=O)C[C@H](COC(C2=CC(=CC=C2)S(=O)(=O)C)=O)C